C(ON1C(CCC1=O)=O)(OC(C)C1=CC2=C(OCO2)C=C1[N+](=O)[O-])=O 2,5-Dioxopyrrolidin-1-yl (1-(6-nitrobenzo[d][1,3]dioxol-5-yl)ethyl) carbonate